Cl.C(CC=C)NC1CC1 N-(but-3-en-1-yl)cyclopropylamine hydrochloride